FC1=C(C=C(CN2C(C3=CC=C(C=C3C(C23CCCC3)C(=O)O)C)=O)C=C1)C(F)(F)F 2'-(4-fluoro-3-(trifluoromethyl)benzyl)-6'-methyl-1'-oxo-1',4'-dihydro-2'H-spiro[cyclopentane-1,3'-isoquinoline]-4'-carboxylic acid